NC1=C(N=CC2=C(C=CC=C12)C=1C(=NC=CC1OC)F)C(=O)NCCC 4-amino-8-(2-fluoro-4-methoxypyridin-3-yl)-N-propylisoquinoline-3-carboxamide